N1(CCN(CC1)CCN(CCCCCCNC(C(CCCCCC)CCCC)=O)CCCCCCNC(C(CCCCCC)CCCC)=O)CCN(CCCCCCNC(C(CCCCCC)CCCC)=O)CCCCCCNC(C(CCCCCC)CCCC)=O N,N',N'',N'''-(((piperazine-1,4-diylbis(ethane-2,1-diyl))bis(azanetriyl))tetrakis(hexane-6,1-diyl))tetrakis(2-butyloctanamide)